ClC1=CC=CC(=N1)OCCOC1=CC(=NC=C1CN1CC(C1)OC)C#CC1=C2C=C(N=CC2=C(N=C1)NC)NC(=O)C1CC1 N-(5-((4-(2-((6-chloropyridin-2-yl)oxy)ethoxy)-5-((3-methoxyazetidin-1-yl)methyl)pyridin-2-yl)ethynyl)-8-(methylamino)-2,7-naphthyridin-3-yl)cyclopropanecarboxamide